C(C1=CC=CC=C1)OC1=C(C(=C(C(=O)OCC)C=C1F)B1OC(C(O1)(C)C)(C)C)F ethyl 4-(benzyloxy)-3,5-difluoro-2-(4,4,5,5-tetramethyl-1,3,2-dioxaborolan-2-yl)benzoate